C1(CC1)C1=CC(=NO1)CNC12CC3(CC(CC(C1)C3)C2)O 3-[[(5-cyclopropyl-3-isoxazolyl)methyl]amino]-tricyclo[3.3.1.13,7]decan-1-ol